CC=1C=C(C=C(C1)C)NC(O)=O.CC=1C=C(C=C(C1)C)NC(O)=O.CC=1C=C(C=C(C1)C)NC(O)=O.O=C[C@H](O)[C@@H](O)[C@H](O)[C@H](O)CO Glucose (tris[3,5-dimethylphenylcarbamate])